ethoxydecapropylene glycol C(C)OCC(COC(C)COC(C)COC(C)COC(C)COC(C)COC(C)COC(C)COC(C)COC(C)CO)O